C(C1=CC=CC=C1)C1=CC=C(C)C=C1 p-benzyl-toluene